ClC=1C(NC(N(C1)C=1C=NN2C1C=C(C=C2)C[C@H]2C[C@@H](N(CC2)C(=O)OC(C)(C)C)C)=O)=O tert-butyl (2S,4R)-4-((3-(5-chloro-2,4-dioxo-3,4-dihydropyrimidin-1(2H)-yl)pyrazolo[1,5-a]pyridin-5-yl)methyl)-2-methylpiperidine-1-carboxylate